CC=1C2=C(N=C(N1)N1CC(C1)C(NC[C@H]1OCCCC1)=O)N(C=C(C2=O)C(=O)OCC)C=2SC=CN2 ethyl 4-methyl-2-(3-{[(2S)-oxan-2-ylmethyl]carbamoyl}azetidin-1-yl)-5-oxo-8-(1,3-thiazol-2-yl)-5H,8H-pyrido[2,3-d]pyrimidine-6-carboxylate